2,4,6-tris{[(5-aminopyrazin-2-yl)amino]methylene}benzene-1,3,5-trione NC=1N=CC(=NC1)NC=C1C(C(C(C(C1=O)=CNC1=NC=C(N=C1)N)=O)=CNC1=NC=C(N=C1)N)=O